BrC=1C=C(C=CC1)[C@@H](C)NC1=NC(=NC2=CC(=C(C=C12)OC)OCCCCCCCNC(CC1C2=CC=CC=C2C=2C=CC=CC12)=O)C (R)-N-(7-((4-((1-(3-bromophenyl)ethyl)amino)-6-methoxy-2-methylquinazolin-7-yl)oxy)heptyl)-2-(9H-fluoren-9-yl)acetamide